CN(CCCNC(=O)C1CCN(CC1)C1=NN=CC=2C1=NN(C2C)C2=CC=C(C=C2)C)C N-(3-(dimethylamino)propyl)-1-(3-methyl-2-(p-tolyl)-2H-pyrazolo[3,4-d]pyridazin-7-yl)piperidine-4-carboxamide